3-[(1R)-1-(2,6-dichloro-3-fluorophenyl)ethoxy]-5-(4,4,5,5-tetramethyl-1,3,2-dioxaborolan-2-yl)pyridin-2-amine ClC1=C(C(=CC=C1F)Cl)[C@@H](C)OC=1C(=NC=C(C1)B1OC(C(O1)(C)C)(C)C)N